2,10-dimethoxy-3-(phenylmethoxy)-5,6,7,8,13,13a-hexahydroisoquinolino[2,1-b]isoquinolin-9-yl benzenesulfonate C1(=CC=CC=C1)S(=O)(=O)OC1=C(C=CC=2CC3N(CC12)CCC=1C=C(C(=CC13)OC)OCC1=CC=CC=C1)OC